2-(2-(4-(4-(2-methoxyethoxy)phenyl)piperazin-1-yl)ethyl)isoindoline-1,3-dione COCCOC1=CC=C(C=C1)N1CCN(CC1)CCN1C(C2=CC=CC=C2C1=O)=O